2-bromo-1-(6-bromopyridin-2-yl)ethan-1-one BrCC(=O)C1=NC(=CC=C1)Br